1,1,1-trifluoro-3-hydroxypropan-2-yl carbamate C(N)(OC(C(F)(F)F)CO)=O